COC1=CC=C(C=N1)CN1CCN(CC1)C1=CC=C(C=N1)C=1C=2N(C=C(N1)C=1C=NN(C1)CC1CCOCC1)N=CC2C#N 4-(6-(4-((6-methoxypyridin-3-yl)methyl)piperazin-1-yl)pyridin-3-yl)-6-(1-((tetrahydro-2H-pyran-4-yl)methyl)-1H-pyrazol-4-yl)pyrazolo[1,5-a]pyrazine-3-carbonitrile